ClC=1C=C(\C=C/2\C(C3=CC=C(C=C3C2)OCC2=CC=C(C(=O)NOC3OCCCC3)C=C2)=O)C=C(C1)Cl (E)-4-(((2-(3,5-dichlorobenzylidene)-1-oxo-2,3-dihydro-1H-inden-5-yl)oxy)methyl)-N-((tetrahydro-2H-pyran-2-yl)oxy)benzamide